N-benzoyl-6-(difluoromethyl)-N-(1-methyl-1H-tetrazol-5-yl)-2-((((2-methyl-2H-tetrazol-5-yl)methyl)thio)methyl)nicotinamide C(C1=CC=CC=C1)(=O)N(C(C1=C(N=C(C=C1)C(F)F)CSCC=1N=NN(N1)C)=O)C1=NN=NN1C